5-(3,3-dimethyl-2-oxo-1-(pyrimidin-2-yl)-2,3-dihydro-1H-pyrrolo[2,3-b]pyridin-4-yl)-2-(trifluoromethyl)benzoic acid CC1(C(N(C2=NC=CC(=C21)C=2C=CC(=C(C(=O)O)C2)C(F)(F)F)C2=NC=CC=N2)=O)C